C(C)N(CCCOC=C)CC 3-(Diethylamino)propylvinylether